Cl.Cl.CN1N=C(C(=C1)C1=C(C(=C(C=C1)NC1C[C@@H]2[C@@H](CNC2)C1)F)F)C (3AR,5r,6aS)-N-(4-(1,3-dimethyl-1H-pyrazol-4-yl)-2,3-difluorophenyl)octahydrocyclopenta[c]pyrrol-5-amine dihydrochloride